BrC1=CC=2S(CCOC3(C2S1)CC3)(=O)=O 7'-bromo-2',3'-dihydrospiro[cyclopropane-1,5'-thieno[3,2-e][1,4]oxathiepine] 1',1'-dioxide